[Ge].[Te].[Sb] antimony tellurium Germanium